(R)-2-chloro-8-cyclopentanyl-7-ethyl-7,8-dihydro-6(5H)-pteridinone ClC1=NC=2N([C@@H](C(NC2C=N1)=O)CC)C1CCCC1